OC1=NC2=C3C(=C(C=C2N=C1O)[N+](=O)[O-])C(=CC=C3)S(N)(=O)=O 2,3-dihydroxy-6-nitro-7-sulfamoyl-benzoquinoxaline